Methyl 2-[[7-([2-fluoro-4-[3-(hydroxymethyl)pyrazol-1-yl]phenyl]amino)-1,6-naphthyridin-2-yl](1-methylpiperidin-4-yl)amino]acetate FC1=C(C=CC(=C1)N1N=C(C=C1)CO)NC1=NC=C2C=CC(=NC2=C1)N(CC(=O)OC)C1CCN(CC1)C